NC1=CC=C(C=N1)/C(=C/C=1C=C(C=NC1C)C(=O)N[C@@H]1[C@H](CCCC1)O)/F 5-[(Z)-2-(6-aminopyridin-3-yl)-2-fluorovinyl]-N-[(1S,2S)-2-hydroxycyclohexyl]-6-methylpyridin-3-carboxamide